CC[C@H](NC1CCCCC1)C(=O)O beta-methylcyclohexyl-alanine